hydroxy-[1,1'-biphenyl]-4-carboxylic acid tert-butyl ester C(C)(C)(C)OC(=O)C1=CC(=C(C=C1)C1=CC=CC=C1)O